isopropylbenzamide CC(C)C1=CC=CC=C1C(=O)N